2-{[5-phenyl-2-(pyridin-2-yl)thieno[2,3-d]pyrimidin-4-yl]amino}-N-propylacetamide C1(=CC=CC=C1)C1=CSC=2N=C(N=C(C21)NCC(=O)NCCC)C2=NC=CC=C2